(3-(piperazin-1-yl)isoxazol-5-yl)-[1,1'-biphenyl] N1(CCNCC1)C1=NOC(=C1)C1=C(C=CC=C1)C1=CC=CC=C1